(-)-1-[(3S*,4R*)-4-(3-fluoro-4-methoxy-phenyl)-2-oxopyrrolidin-3-yl]-3-(4-fluoro-phenyl)urea FC=1C=C(C=CC1OC)[C@H]1[C@@H](C(NC1)=O)NC(=O)NC1=CC=C(C=C1)F |o1:9,10|